C(C)(C)(C)OC(=O)NCCN(CCCCCCCC(=O)OC(CCCCCCCC)CCCCCCCC)CCCCCCCC(=O)OC(CCCCCCCC)CCCCCCCC 1-octylnonyl 8-[2-(tert-butoxycarbonylamino)ethyl-[8-(1-octylnonoxy)-8-oxo-octyl]amino]octanoate